2-(4-ethoxy-2-methylphenyl)phenol C(C)OC1=CC(=C(C=C1)C1=C(C=CC=C1)O)C